BrC1=CC(=NC=C1F)CN1C(CNCC2=C1C=CC=C2Cl)CCC2CCCC2 1-((4-Bromo-5-fluoropyridin-2-yl)methyl)-6-chloro-2-(2-cyclopentylethyl)-2,3,4,5-tetrahydro-1H-benzo[e][1,4]diazepine